CN(C(=O)C=1N=CN2C1CN(C(C2)C)C(NC2=CC(=C(C=C2)F)Cl)=O)C2(CC2)C=2C=C(C(=O)O)C=CC2 3-(1-{N-methyl-7-[(3-chloro-4-fluorophenyl)carbamoyl]-6-methyl-5H,6H,7H,8H-imidazo[1,5-a]pyrazine-1-amido}cyclopropyl)benzoic acid